[Cd+2].C(C)N1C=[NH+]C=C1 1-ethylimidazolium cadmium